11-Hydroxy-octacosanoic acid OC(CCCCCCCCCC(=O)O)CCCCCCCCCCCCCCCCC